ClC=1C(=CC=C2C=CC(=NC12)NC1CCC(CC1)CNC1=NC=C(C=N1)CC(=O)OC(C)(C)C)C Tert-Butyl 2-(2-((((1R,4R)-4-((8-Chloro-7-Methylquinolin-2-yl)amino)Cyclohexyl)Methyl)Amino)Pyrimidin-5-yl)Acetate